CN1C=C(C=C(C1=O)C)C=1NC2=CC=C(C=C2C1C(C)C)OC1CCN(CC1)CC(=O)NC 2-(4-((2-(1,5-dimethyl-6-oxo-1,6-dihydropyridin-3-yl)-3-isopropyl-1H-indol-5-yl)oxy)piperidin-1-yl)-N-methylacetamide